FC1(CC(CCC1)N(C1=CC=CC=C1)C(CC1(CCN(CC1)C(C(C)C1=CC=C(C=C1)F)=O)C(=O)O)=O)F 4-[2-(N-(3,3-difluorocyclohexyl)anilino)-2-oxo-ethyl]-1-[2-(4-fluorophenyl)propanoyl]piperidine-4-carboxylic acid